FC=1C=C(C=C(C1[C@H]1N([C@@H](CC2=C3C(=CC=C12)NC=N3)C)CC(F)(F)F)F)N[C@H]3CN(CC3)CCCF (R)-N-(3,5-difluoro-4-((6S,8R)-8-methyl-7-(2,2,2-trifluoroethyl)-6,7,8,9-tetrahydro-3H-imidazo[4,5-f]isoquinolin-6-yl)phenyl)-1-(3-fluoropropyl)pyrrolidin-3-amine